O[C@@H]1C[C@@H](CC[C@H]1C)NC1=NC(=NC=C1C#N)S(=O)(=O)C 4-((1R,3R,4R)-3-hydroxy-4-methylcyclohexylamino)-2-(methylsulfonyl)pyrimidine-5-carbonitrile